Methyl-4-amino-5-((2R,3S,4S,5R)-3-(3,4-difluoro-2-methoxyphenyl)-4,5-dimethyl-5-(trifluoromethyl)tetrahydrofuran-2-carboxamido)picolinic acid CC=1C(=NC=C(C1N)NC(=O)[C@@H]1O[C@]([C@H]([C@H]1C1=C(C(=C(C=C1)F)F)OC)C)(C(F)(F)F)C)C(=O)O